FC(C1=NN=C(O1)C1=CC(=NC=C1)C=1N(C(=CN1)C#N)CC1=CC(=CC=C1)F)F 2-{4-[5-(difluoromethyl)-1,3,4-oxadiazol-2-yl]pyridin-2-yl}-1-[(3-fluorophenyl)methyl]-1H-imidazole-5-carbonitrile